S(CCC(C(=O)[O-])CC1=CC(=C(C(=C1)C(C)(C)C)O)C(C)(C)C)CCC(C(=O)[O-])CC1=CC(=C(C(=C1)C(C)(C)C)O)C(C)(C)C thiodiethylenebis[3-(3,5-di-tert-butyl-4-hydroxyphenyl)-propionate]